C(C)(C)(C)C1=CC=C(C=C1)[C@H](C)NC(=O)C1=CC=C2C(=C(N(C2=C1)CC1CCC1)C)CC=1C=C(C=NC1)O[C@@H](C(=O)O)C (R)-2-((5-((6-(((S)-1-(4-(tert-butyl)phenyl)ethyl)carbamoyl)-1-(cyclobutylmethyl)-2-methyl-1H-indol-3-yl)methyl)pyridin-3-yl)oxy)propanoic acid